(S)-8-chloro-4-(neopentylamino)-6-((quinoxalin-5-yl(1-(1-(trifluoromethyl)cyclopropyl)-1H-1,2,3-triazol-4-yl)methyl)amino)quinoline-3-carbonitrile ClC=1C=C(C=C2C(=C(C=NC12)C#N)NCC(C)(C)C)N[C@H](C=1N=NN(C1)C1(CC1)C(F)(F)F)C1=C2N=CC=NC2=CC=C1